C(OC1=CC=C2C3=C1O[C@@H]1[C@]34CCN(C([C@@]4(CCC1=O)O)C2)CC2CC2)(OCCCCCCCCCCC)=O (4aS,7aR,12bS)-3-(cyclopropylmethyl)-4a-hydroxy-7-oxo-2,3,4,4a,5,6,7,7a-octahydro-1H-4,12-methanobenzofuro[3,2-e]isoquinolin-9-yl undecyl carbonate